CS(=O)(=O)OCCC1=NC=C(C=C1)Br 2-(5-Bromopyridin-2-yl)ethyl methanesulfonate